1-(6-(5-ethynyl-6-(5-methyl-1H-indazol-4-yl)-2-(pyrrolidin-1-yl)pyrimidin-4-yl)-2,6-diazaspiro[3.4]octan-2-yl)prop-2-en-1-one C(#C)C=1C(=NC(=NC1C1=C2C=NNC2=CC=C1C)N1CCCC1)N1CC2(CN(C2)C(C=C)=O)CC1